5-[3-[(1R)-2,2-difluoro-1-[2-(2,2,2-trifluoroethoxy)-4-pyridyl]ethoxy]-1-methyl-pyrazolo[3,4-c]pyridazin-5-yl]-1H-pyrimidine-2,4-dione FC([C@H](OC1=NN(C2=NN=C(C=C21)C=2C(NC(NC2)=O)=O)C)C2=CC(=NC=C2)OCC(F)(F)F)F